(R)-1-(3-fluorophenyl)-3-phenyl-1-propanol FC=1C=C(C=CC1)[C@@H](CCC1=CC=CC=C1)O